C1(CCCCCC1)C1(C(NC2=C(C(=CC=C12)F)F)=O)C1=CC=C(C=C1)B(O)O (4-(3-cycloheptyl-6,7-difluoro-2-oxoindolin-3-yl)phenyl)boronic acid